FC1=CC=C(C=C1)C1=C(C=C2CNC(C2=C1)=O)C=1CC(N(CC1)C(=O)OC(C)(C)C)C tert-Butyl 4-(6-(4-fluorophenyl)-1-oxoisoindolin-5-yl)-2-methyl-3,6-dihydropyridine-1(2H)-carboxylate